ClC(C(C(F)(F)F)(Cl)F)(F)F 1,2-dichlorohexafluoropropane